2-(6-(6-(2,6-diazaspiro[3.3]heptan-2-yl)pyridin-3-yl)-4-fluoro-1-oxoisoindolin-2-yl)-2-(6,7-dihydro-5H-pyrrolo[1,2-c]imidazol-1-yl)-N-(thiazol-2-yl)acetamide C1N(CC12CNC2)C2=CC=C(C=N2)C2=CC(=C1CN(C(C1=C2)=O)C(C(=O)NC=2SC=CN2)C2=C1N(C=N2)CCC1)F